methyl 2-amino-4-bromo-5-(difluoromethoxy)-3-fluoro-benzoate NC1=C(C(=O)OC)C=C(C(=C1F)Br)OC(F)F